O1C(CCC1)CCCCCCCCCCCCO tetrahydrofuran-dodecanol